C(C)(=O)OCC=C(C)CCC=C(C)CCC=C(C)C Farnesol acetate